C(#N)C1=NN(C=C1)[C@@H]1[C@H](CC1)C=1NC(C2=C(N1)N(N=C2C#N)[C@H](C)C=2C=NC(=CC2)C(F)(F)F)=O 6-((1S,2S)-2-(3-Cyano-1H-pyrazol-1-yl)cyclobutyl)-4-oxo-1-((R)-1-(6-(trifluoromethyl)pyridin-3-yl)ethyl)-4,5-dihydro-1H-pyrazolo[3,4-d]pyrimidin-3-carbonitril